NC=1C=C2C(=NN(C2=CC1)C1OCCCC1)N1C(OC=C1)=O 3-(5-amino-1-(tetrahydro-2H-pyran-2-yl)-1H-indazol-3-yl)oxazol-2(3H)-one